C1(=CC=CC=C1)P(C=1C=C(C=CC1)S(=O)(=O)[O-])C1=CC=CC=C1.[Na+] sodium 3-(diphenylphosphino)-benzenesulfonate